2-(methoxy)oxirane COC1OC1